O[Si+2]O dihydroxysilicon (IV)